1-(3-bromo-2-methylpyridin-4-yl)-5-(trifluoromethyl)-1H-pyrazole-4-carboxylic acid BrC=1C(=NC=CC1N1N=CC(=C1C(F)(F)F)C(=O)O)C